C1(CCC1)N1C=NC(=C1C=1C=CC=2N(C1)C(=CN2)C(=O)N)C2=CC=C(C=C2)F 6-(1-cyclobutyl-4-(4-fluorophenyl)-1H-imidazol-5-yl)imidazo[1,2-a]pyridine-3-carboxamide